(S)-N-(1-(5-([1,1'-biphenyl]-4-yl)-1,2,4-oxadiazol-3-yl)ethyl)-3-hydroxy-4-methoxypicolinamide C1(=CC=C(C=C1)C1=NC(=NO1)[C@H](C)NC(C1=NC=CC(=C1O)OC)=O)C1=CC=CC=C1